triIsodecylphosphite C(CCCCCCC(C)C)OP(OCCCCCCCC(C)C)OCCCCCCCC(C)C